CP(=O)(C)CCC1=C2C=CNC2=CC(=C1OC=1C=CC(=C(C1)C=1NC(=CN1)C(C)C=1C(=C(C=CC1)CCC(=O)O)F)F)F 3-(3-(1-(2-(5-((4-(2-(dimethylphosphoryl)ethyl)-6-fluoro-1H-indol-5-yl)oxy)-2-fluorophenyl)-1H-imidazol-5-yl)ethyl)-2-fluorophenyl)propanoic acid